N(=[N+]=[N-])CCOCCOCCOCCOCCOCCN 2-[2-[2-[2-[2-(2-azidoethoxy)ethoxy]ethoxy]ethoxy]ethoxy]ethanamine